C(\C=C\C(=O)O)(=O)O.NC[C@H]1CN(CCC1)C1=C(C=CC(=C1C(F)(F)F)OC1=CC(=CC=C1)F)NC(=O)C=1N=C(SC1)C1=CN=NC=C1 N-{2-[(3S)-3-(aminomethyl)piperidin-1-yl]-4-(3-fluorophenoxy)-3-(trifluoromethyl)phenyl}-2-(pyridazin-4-yl)-1,3-thiazole-4-carboxamide mono[(2E)-but-2-enedioate]